C1(=CC=CC=C1)N1N=CC(=C1)N1CCC2=C1N=C(N=C2OC=2C=NC=CC2)N2CCOCC2 4-(7-(1-phenyl-1H-pyrazol-4-yl)-4-(pyridin-3-yloxy)-6,7-dihydro-5H-pyrrolo[2,3-d]pyrimidin-2-yl)morpholine